C1(CCC1)CN[C@H]1CN(CCC1)C=1C=CC(=NC1)CC(=O)NC1=NC(=CN=C1)N1CCCC1 (R)-2-(5-(3-((cyclobutylmethyl)amino)piperidin-1-yl)pyridin-2-yl)-N-(6-(pyrrolidin-1-yl)pyrazin-2-yl)acetamide